4-[(cis)-3,5-dimethylpiperazin-1-yl]-2-(morpholin-4-yl)-8-(1H-pyrazol-5-yl)-1,7-naphthyridine C[C@@H]1CN(C[C@@H](N1)C)C1=CC(=NC2=C(N=CC=C12)C1=CC=NN1)N1CCOCC1